(4Z)-2-[[(1R)-1-(hydroxymethyl)-3-methyl-butyl]amino]-4-[(3-methylbenzimidazol-5-yl)methylene]-1H-imidazol-5-one OC[C@@H](CC(C)C)NC=1NC(/C(/N1)=C/C1=CC2=C(N=CN2C)C=C1)=O